(1r,4r)-4-(3-bromo-2-(trifluoromethyl)phenoxy)cyclohexan-1-ol BrC=1C(=C(OC2CCC(CC2)O)C=CC1)C(F)(F)F